C(C)(C)(C)C1=C(C(=O)O)C=CC=C1 Tert-Butyl-benzoic acid